5'-chloro-2'-({6,6-dimethyl-3-azabicyclo[3.1.0]hexan-3-yl}methyl)-7',8'-dihydro-6'H-spiro[cyclohexane-1,9'-furo[2,3-f]quinazoline]-7'-one ClC=1C=C2C(=C3C4(NC(NC13)=O)CCCCC4)OC(=C2)CN2CC4C(C4C2)(C)C